C(=O)O.NC1CCC(CC1)NC1=NC2=C(C=C(C=C2C=N1)C1=C(C=C(C=C1)NS(=O)(=O)C1=C(C=CC(=C1)Cl)Cl)C)CC N-(4-(2-(((1r,4r)-4-aminocyclohexyl)-amino)-8-ethyl-quinazolin-6-yl)-3-methylphenyl)-2,5-dichlorobenzene-sulfonamide, formate salt